F[B-](F)(F)F.N1(N=NC2=C1C=CC=C2)C(=[NH+]C)N(C)C N-[(1H-benzotriazol-1-yl)(dimethylamino)methylene]-N-methyl-ammonium tetrafluoroborate